3-benzyl-7-(2-hydroxy-3-(prop-2-yn-1-ylamino)propoxy)-4-methyl-2H-chromen-2-one C(C1=CC=CC=C1)C=1C(OC2=CC(=CC=C2C1C)OCC(CNCC#C)O)=O